FC1=CC=C2C3=C(NC2=C1)C(=NC=C3)C(=O)NCC3=NC=CN=C3 7-fluoro-N-(pyrazin-2-ylmethyl)-9H-pyrido[3,4-b]indole-1-carboxamide